3-(3,3-difluorocyclobutyl)-1-(7-fluoro-3-(tetrahydro-2H-pyran-4-yl)isoquinolin-8-yl)-N-methyl-5,6-dihydroimidazo[1,5-a]pyrazine-7(8H)-carboxamide FC1(CC(C1)C1=NC(=C2N1CCN(C2)C(=O)NC)C=2C(=CC=C1C=C(N=CC21)C2CCOCC2)F)F